2-(3-bromophenyl)-3-hydroxy-2-(hydroxymethyl)propionic acid methyl ester COC(C(CO)(CO)C1=CC(=CC=C1)Br)=O